N1(CCCCC1)CCNC=1C=NC(=NC1)C1=NC=CC=C1 N-(2-(piperidin-1-yl)ethyl)-2-(pyridin-2-yl)pyrimidin-5-amine